B(F)(F)F.COC1=CC=C(COC[K])C=C1 (((4-methoxybenzyl)oxy)methyl)potassium trifluoroborate